7-(8-chloro-1-naphthyl)-2-[[(2S)-1-methylpyrrolidin-2-yl]methoyl]-6,8-dihydro-5H-pyrido[3,4-d]pyrimidin ClC=1C=CC=C2C=CC=C(C12)N1CC=2N=C(N=CC2CC1)C(=O)[C@H]1N(CCC1)C